FC(C1=CC=C(C=C1)C=1C=NC(=C(C(=O)NC2=CC(=CC=C2)[S@@](=O)(=N)C)C1C)OC=1C(=NC(=CC1)F)C)F (R)-5-(4-(difluoromethyl)phenyl)-2-((6-fluoro-2-methylpyridin-3-yl)oxy)-4-methyl-N-(3-(S-methylsulfonimidoyl)phenyl)nicotinamide